ClC(C=C)CCl 3,4-dichloro-1-butene